3-(3'-ethoxy-4'-(7-oxo-6,7-dihydro-3H-[1,2,3]triazolo[4,5-d]pyrimidin-5-yl)-5-(2-(pyrrolidin-1-yl)ethoxy)-[1,1'-biphenyl]-3-yl)propionic acid C(C)OC=1C=C(C=CC1C=1NC(C2=C(N1)NN=N2)=O)C2=CC(=CC(=C2)OCCN2CCCC2)CCC(=O)O